4,5-dicyano-2-(trifluoromethyl)imidazol-1-ide C(#N)C=1N=C([N-]C1C#N)C(F)(F)F